OC(=O)C(F)(F)F.N[C@H]1CN(CC1)C1=NC(=NC2=CC(=CC=C12)N(C(C=C)=O)C)C (R)-N-(4-(3-aminopyrrolidin-1-yl)-2-methylquinazolin-7-yl)-N-methylacrylamide TFA salt